N-(thiophen-2-ylmethyl)thieno[3,2-b]pyridin-7-amine trifluoroacetate FC(C(=O)O)(F)F.S1C(=CC=C1)CNC1=C2C(=NC=C1)C=CS2